C(C)(C)(C)C=1C=C(NN1)NC(=O)NC1=CC=C(C=C1)N1C=NC2=C1C=CC(=C2)OCC 1-(5-tert-butyl-2H-pyrazol-3-yl)-3-[4-(5-ethoxyl-benzimidazol-1-yl)-phenyl]-urea